C(C)P(=O)([O-])C1=CC=CC=C1 ethylphenylhypophosphite